(4-cyano-2-(2,3,5-trichlorophenyl)oxazol-5-yl)-6-(dimethylamino)-N-methylhexanamide hydrochloride Cl.C(#N)C=1N=C(OC1C(C(=O)NC)CCCCN(C)C)C1=C(C(=CC(=C1)Cl)Cl)Cl